2-Chloro-5-(trimethylsilyl)pyridine ((7aR,8R,10R,10aR)-10-(4-aminopyrrolo[2,1-f][1,2,4]triazin-7-yl)-10-cyano-2,6-dioxooctahydro-2H-furo[3,4-b][1,4]dioxonin-8-yl)methyl-acetate NC1=NC=NN2C1=CC=C2[C@@]2(O[C@@H]([C@@H]1[C@H]2OC(CCCC(O1)=O)=O)COC(C)=O)C#N.ClC1=NC=C(C=C1)[Si](C)(C)C